3-[1-[3-(Dimethylamino)propyl]1H-indol-3-yl]-4-(1H-indol-3-yl)1H-pyrrole-2,5-dione CN(CCCN1C=C(C2=CC=CC=C12)C=1C(NC(C1C1=CNC2=CC=CC=C12)=O)=O)C